ClC1=C(C=C(C=C1)CSC=1N=CC2=C(N1)C(=CN2C(C)C)N2CC(CCC2)(F)F)CC(=O)O 2-(2-chloro-5-(((7-(3,3-difluoropiperidin-1-yl)-5-isopropyl-5H-pyrrolo[3,2-d]pyrimidin-2-yl)thio)methyl)phenyl)acetic acid